C(C)(C)(C)OC(CN1C(C=C(C(=C1)OC)C1=C(C=CC(=C1)Cl)C(C)=O)=O)=O 2-(4-(2-acetyl-5-chlorophenyl)-5-methoxy-2-oxopyridin-1(2H)-yl)acetic acid tert-butyl ester